(1,3-dicyclohexyl-6-hydroxy-2,4-dioxo-1,2,3,4-tetrahydropyrimidine-5-carbonyl)glycine C1(CCCCC1)N1C(N(C(C(=C1O)C(=O)NCC(=O)O)=O)C1CCCCC1)=O